F[B-](F)(F)F.C12CCC(CC1)CC2 bicyclo[2.2.2]Octane tetrafluoroborate